F[C@H]1[C@@H]2CC[C@H](C[C@H]1N(C=1N=CC(=NC1)C1=C(C=C(C=C1)C1=CC(NC1)=O)O)C)N2 4-(4-(5-(((1S,2S,3R,5R)-2-fluoro-8-azabicyclo[3.2.1]octan-3-yl)(methyl)amino)pyrazin-2-yl)-3-hydroxyphenyl)-1,5-dihydro-2H-pyrrol-2-one